NC1=C2C(=C(N=N1)OC(C)C)N(C(=N2)CCCC)CC2=CC=C(CN(C(C)=O)C1CS(C1)(=O)=O)C=C2 N-(4-((4-amino-2-butyl-7-isopropoxy-1H-imidazo[4,5-d]pyridazin-1-yl)methyl)benzyl)-N-(1,1-dioxidothietan-3-yl)acetamide